4-[(1S)-1-{[8-(4-fluorobenzyl)-7-oxo-pyrido[2,3-d]pyrimidin-2-yl]amino}ethyl]benzoic acid methyl ester COC(C1=CC=C(C=C1)[C@H](C)NC=1N=CC2=C(N1)N(C(C=C2)=O)CC2=CC=C(C=C2)F)=O